O-(mesyl)-hydroxylamine S(=O)(=O)(C)ON